C[C@H]1OC=2C=C(C=C(C3=NNC4=CC=C(OCCCNC1)C=C34)C2)N2CCOCC2 (8R)-8-methyl-4-(morpholin-4-yl)-7,14-dioxa-10,19,20-triazatetracyclo[13.5.2.12,6.018,21]tricosa-1(20),2,4,6(23),15,17,21-heptaene